N[C@@H](CCCO)C=1C=NC=C(C1)F (S)-4-amino-4-(5-fluoropyridin-3-yl)butan-1-ol